(1-(9-ethyl-9H-carbazol-3-yl)-5-phenyl-1H-1,2,3-triazol-4-yl)(pyridin-3-yl)methanol 2,2,2-trichloroethyl-(3-(tert-butyl)isoxazol-5-yl)carbamate ClC(CN(C(=O)OC(C=1C=NC=CC1)C=1N=NN(C1C1=CC=CC=C1)C=1C=CC=2N(C3=CC=CC=C3C2C1)CC)C1=CC(=NO1)C(C)(C)C)(Cl)Cl